(S)-4-((1-(3-(1,1-difluoro-2-hydroxy-2-methylpropyl)-2-fluorophenyl)ethyl)amino)-2,6,8,8-tetramethyl-6H-pyrrolo[2,3-g]quinazolin-7(8H)-one FC(C(C)(C)O)(F)C=1C(=C(C=CC1)[C@H](C)NC1=NC(=NC2=CC3=C(C=C12)N(C(C3(C)C)=O)C)C)F